methyl-2-(3,5-di-tert-amyl-2-hydroxyphenyl)benzotriazole CC1=CC=CC2=NN(N=C21)C2=C(C(=CC(=C2)C(C)(C)CC)C(C)(C)CC)O